C(C)(C)(C)OC(=O)N(C=1C=C2C(C(N(C2=CC1C#CC1=NC=CC2=CN=C(C=C12)Cl)C(=O)OC(C)(C)C)=O)(C)C)C(=O)OC(C)(C)C tert-butyl 5-(bis(tert-butoxycarbonyl)amino)-6-((7-chloro-2,6-naphthyridin-1-yl)ethynyl)-3,3-dimethyl-2-oxoindoline-1-carboxylate